C(#C)C1=CC=C(CNC(OC(C)(C)C)=O)C=C1 Tert-butyl 4-ethynylbenzylcarbamate